BrC1=CC=C(C=C1)[C@@H]1[C@H]([C@@H](C[C@@H](C1)COC)CO)C(=O)OCC1=CC=CC=C1 |r| rac-benzyl (1R,2S,4R,6R)-2-(4-bromophenyl)-6-(hydroxymethyl)-4-(methoxymethyl)cyclohexane-1-carboxylate